C1(CC1)C=1C=NN2C1N=C(C=C2)C2=CNC=1N=C(N=CC12)OCC 5-(3-cyclopropylpyrazolo[1,5-a]pyrimidin-5-yl)-2-ethoxy-7H-pyrrolo[2,3-d]pyrimidine